C1(CC1)CC(=O)NC(C(=O)O)CCN(CCCCC1=NC=2NCCCC2C=C1)CC(C)OC 2-[(2-cyclopropylacetyl)amino]-4-[[2-methoxypropyl]-[4-(5,6,7,8-tetrahydro-1,8-naphthyridin-2-yl)butyl]amino]butanoic acid